5-Fluorodihydropyrimidine-2,4(1H,3H)-dione FC1C(NC(NC1)=O)=O